7-propenyl-7-deaza-deoxyadenosine C(=CC)C1=CN([C@H]2C[C@H](O)[C@@H](CO)O2)C=2N=CN=C(C12)N